BrC1=CC(=C(NC2=NC=NC3=CC(=C(C=C23)OC)OCC2CCN(CC2)C)C=C1)F 4-(4-bromo-2-fluoroanilino)-6-methoxy-7-(1-methylpiperidine-4-ylmethoxy)quinazoline